NC=1C=C(C=CC1)NNC(=O)N meta-aminophenylsemicarbazide